2-(4-(3-isopropyl-2-(pyrazolo[1,5-a]pyrimidin-5-yl)-1H-indol-5-yl)piperidin-1-yl)-N,N-dimethylacetamide C(C)(C)C1=C(NC2=CC=C(C=C12)C1CCN(CC1)CC(=O)N(C)C)C1=NC=2N(C=C1)N=CC2